C1(=CC=CC=C1)[Si](OC(C)=O)(OC(C)=O)OC(C)=O phenyltriAcetoxysilane